[C@H]12CNC[C@H](CC1)N2C2=NC(=NC=1CC3(CCC21)CCC2=C(C=CC=C23)Cl)OC[C@H]2N(CCC2)C(C)C 4'-((1R,5S)-3,8-Diazabicyclo[3.2.1]octan-8-yl)-4-chloro-2'-(((S)-1-isopropylpyrrolidin-2-yl)methoxy)-2,3,5',8'-tetrahydro-6'H-spiro[indene-1,7'-quinazoline]